1-(3-methoxypropyl)-1H-pyrazole-5-carboxylate COCCCN1N=CC=C1C(=O)[O-]